ClC=1C=C(C=CC1C(=O)N1CCN(CC1)C(=O)C1CCNCC1)NC(=O)C=1N(C(=CN1)C=1C(=NN(C1)C(C)C#N)C(F)(F)F)C N-[3-chloro-4-[4-(piperidine-4-carbonyl)piperazine-1-carbonyl]phenyl]-5-[1-(1-cyanoethyl)-3-(trifluoromethyl)pyrazol-4-yl]-1-methylimidazole-2-carboxamide